2-hydroxy-4-(2-methylpyridin-4-yl)cyclohepta-2,4,6-trien-1-one OC=1C(C=CC=C(C1)C1=CC(=NC=C1)C)=O